N1(CCNCC1)C(=N)N.[P] phosphorus compound with piperazine-1-formamidine